4-(5-azaspiro[2.4]heptan-5-yl)aniline C1CC12CN(CC2)C2=CC=C(N)C=C2